COC(=O)C1(CC=CCC1)C(=O)O 3-cyclohexene-1,1-dicarboxylic acid methyl ester